7-bromo-6-fluoro-4,4-dimethyl-3,4-dihydroquinolin-2(1H)-one BrC1=C(C=C2C(CC(NC2=C1)=O)(C)C)F